C(C1=CC=CC=C1)N1CC2=C(NC(N(C2=O)CC2=CC=C(C=C2)Cl)=O)CC1 6-Benzyl-3-(4-chlorobenzyl)-5,6,7,8-tetrahydropyrido[4,3-d]pyrimidine-2,4(1H,3H)-dione